tert-butyl (3-cyclopropyl-5-(2-((2S,5R)-5-methyl-2-phenyl-4-(1-(trifluoromethyl)cyclopropanecarbonyl)piperazin-1-yl)-2-oxoacetamido)pyridin-2-yl)carbamate C1(CC1)C=1C(=NC=C(C1)NC(C(=O)N1[C@H](CN([C@@H](C1)C)C(=O)C1(CC1)C(F)(F)F)C1=CC=CC=C1)=O)NC(OC(C)(C)C)=O